3-fluoro-2-({[(5'S)-3'-oxo-5'-(pyrazin-2-yl)tetrahydro-3'H-spiro[cyclobutane-1,2'-pyrrolo[2,1-b][1,3]oxazol]-3-yl]oxy}methyl)benzonitrile FC=1C(=C(C#N)C=CC1)COC1CC2(C(N3C(O2)CC[C@H]3C3=NC=CN=C3)=O)C1